2-chloro-4-{4-(phenanthren-9-yl)phenyl}-6-{4-(pyridin-3-yl)phenyl}pyrimidine ClC1=NC(=CC(=N1)C1=CC=C(C=C1)C=1C2=CC=CC=C2C=2C=CC=CC2C1)C1=CC=C(C=C1)C=1C=NC=CC1